chloro-3-(3-methylbut-1-yn-1-yl)pyridin-2-amine ClC1=C(C(=NC=C1)N)C#CC(C)C